6-acetamido-2-((1E,3E)-3-(6-acetamido-3-ethylbenzo[d]thiazol-2(3H)-ylidene)prop-1-en-1-yl)-3-ethylbenzo[d]thiazol-3-ium iodide [I-].C(C)(=O)NC1=CC2=C([N+](=C(S2)\C=C\C=C/2\SC3=C(N2CC)C=CC(=C3)NC(C)=O)CC)C=C1